hydroxy-4-methylbenzenecarboximidamide OC1=C(C=CC(=C1)C)C(N)=N